3-((3-Cyclopropylpyridin-2-yl)oxy)-2,2-dimethylpropionic acid methyl ester COC(C(COC1=NC=CC=C1C1CC1)(C)C)=O